OC1=CC=C(C=C1)C1=CC=2C(C3=CC=CC=C3C2C=C1)=O 2-(4-hydroxyphenyl)-9-fluorenone